t-butyl-(3-chloro-2-hydroxypropyl) carbamate C(N)(OCC(C(Cl)C(C)(C)C)O)=O